3-(4-((4-aminobutyl)((1s,4s)-4-methylcyclohexyl)amino)-1-oxoisoindolin-2-yl)piperidine-2,6-dione NCCCCN(C1=C2CN(C(C2=CC=C1)=O)C1C(NC(CC1)=O)=O)C1CCC(CC1)C